CC1=NC=2N(C(=C1)C1CNCCC1)N=CN2 3-{5-methyl-[1,2,4]-triazolo[1,5-a]pyrimidin-7-yl}piperidin